FC(C(C(C(C(C(C(C(F)(F)F)(F)F)(F)F)(F)F)(F)F)(F)F)(F)F)(O)F perfluoro-octan-1-ol